O=C1N(C2(CC2)C(N(C1)C1=C(C=C(C#N)C=C1)F)=O)CC1=CC=C(C=C1)C(F)(F)F 4-(5,8-dioxo-4-(4-(trifluoromethyl)benzyl)-4,7-diazaspiro[2.5]octan-7-yl)-3-fluorobenzonitrile